(Z)-2-(3-(2-cyano-2-(5-methoxy-1H-pyrrolo[2,3-c]pyridin-2-yl)vinyl)-2,5-dimethyl-1H-pyrrol-1-yl)-5-methylthiophene-3-carbonitrile C(#N)\C(=C/C1=C(N(C(=C1)C)C=1SC(=CC1C#N)C)C)\C1=CC=2C(=CN=C(C2)OC)N1